4-(2-carbonyl-1-pyrrolyl)benzonitrile C(=O)=C1N(C=CC1)C1=CC=C(C#N)C=C1